BrC=1C(N(C(=CC1OCC1=C(C=C(C=C1)F)F)C)C=1C=C(C(=O)NC)C=CC1CO)=O 3-[3-bromo-4-[(2,4-difluorobenzyl)oxy]-6-methyl-2-oxopyridin-1(2H)-yl]-4-(hydroxymethyl)-N-methylbenzamide